24-[(2-fluoro-6-methoxyphenyl)(hydroxy)methyl]-4β-hydroxy-3β-hydroxy-5α-cholane-7-carbonitrile FC1=C(C(=CC=C1)OC)C(CCC[C@@H](C)[C@H]1CC[C@H]2[C@@H]3C(C[C@H]4[C@H]([C@H](CC[C@]4(C)[C@H]3CC[C@]12C)O)O)C#N)O